OC1=CC=C2C\C(\C(C2=C1)=O)=C/C1=CC=CC=C1 (E)-6-hydroxy-2-benzylidene-2,3-dihydro-1H-inden-1-one